[1-[3-(2,6-dibenzyloxy-3-pyridyl)-1-methyl-indol-6-yl]-4-piperidyl]carbamate C(C1=CC=CC=C1)OC1=NC(=CC=C1C1=CN(C2=CC(=CC=C12)N1CCC(CC1)NC([O-])=O)C)OCC1=CC=CC=C1